7-Methyl-4-(4-((3-(pyridin-4-yl)propyl)amino)piperidin-1-yl)thieno[3,2-d]pyrimidin-2-amine CC1=CSC2=C1N=C(N=C2N2CCC(CC2)NCCCC2=CC=NC=C2)N